CC1=CC(=CC(=C1C2=C(C3=C(C=C2N)OC4=CC(=O)C(=C(C4=N3)C)C5=C(C=C(C=C5C)O)O)C)O)O The molecule is a member of the class of phenoxazines that is 1,9-dimethyl-3H-phenoxazin-3-one carrying an additional amino substituent at position 7 as well as two 2,4-dihydroxy-6-methylphenyl substituents at positions 2 and 8. The isomer in which the hydroxy groups at positions 2' and 2'' on the phenyl rings are both on the same side of the plane of the phenoxazine ring system. A component of orcein, a mixture of dyes isolated from lichens. It has a role as a food colouring, a histological dye and a plant metabolite. It is a cyclic ketone, a phenoxazine, a polyphenol, a member of resorcinols and an aromatic amine.